N-(1-(4-chloro-6-(1,1-difluoroethyl)pyridin-2-yl)-3-cyclopropyl-1H-pyrazolo[4,3-c]pyridin-6-yl)acetamide ClC1=CC(=NC(=C1)C(C)(F)F)N1N=C(C=2C=NC(=CC21)NC(C)=O)C2CC2